4-((1s,4r)-4-Propylcyclohexyl)benzoic acid CCCC1CCC(CC1)C2=CC=C(C=C2)C(=O)O